C(C1=CC=CC=C1)OC1=CC=C(N=N1)C1=CCCN(C1)C(=O)OC(C)(C)C tert-butyl 5-(6-(benzyloxy)pyridazin-3-yl)-3,6-dihydropyridine-1(2H)-carboxylate